The molecule is an aryl beta-D-glucoside that is 3-hydroxyphloretin in which the hydroxyl hydrogen at position 2' is replaced by a 6-O-beta-D-xylosyl-beta-D-glucosyl group. It is an aryl beta-D-glucoside, a member of dihydrochalcones, a disaccharide derivative and a polyphenol. It derives from a phloretin. C1[C@H]([C@@H]([C@H]([C@@H](O1)OC[C@@H]2[C@H]([C@@H]([C@H]([C@@H](O2)OC3=CC(=CC(=C3C(=O)CCC4=CC(=C(C=C4)O)O)O)O)O)O)O)O)O)O